C1=CN(C(=O)NC1=O)[C@H]2[C@@H]([C@@H]([C@H](O2)COP(=O)([O-])OP(=O)([O-])O[C@@H]3[C@@H]([C@H]([C@@H]([C@H](O3)CO)O)[NH3+])O)O)O The molecule is a nucleotide-sugar oxoanion that is the conjugate base of UDP-alpha-D-kanosamine, arising from deprotonation of the diphosphate group and protonation of the amino group. It is a conjugate base of an UDP-alpha-D-kanosamine.